C(C)N(CC)CCOC(C(=C)C)=O N,N-diethylaminoethylmethacrylate